C1(CC1)COC1=NC(=CC=C1/C=C/C(=O)NC1=CC=CC=2NC(NC21)=O)C(C)(F)F (E)-3-(2-(Cyclopropylmethoxy)-6-(1,1-difluoroethyl)pyridin-3-yl)-N-(2-oxo-2,3-dihydro-1H-benzo[d]imidazol-4-yl)acrylamid